C(=O)C1=C(C=NN1CCCCCCNC(OC(C)(C)C)=O)I tert-butyl (6-(5-formyl-4-iodo-1H-pyrazol-1-yl)hexyl)carbamate